NC1=NC=NN2C1=C(C(=C2)C2=CC=C(C=C2)NC(C(=C)C)=O)C2=CCC(CC2)C(=O)N(C)C 4-(4-amino-6-(4-methacrylamidophenyl)pyrrolo[2,1-f][1,2,4]triazin-5-yl)-N,N-dimethylcyclohex-3-ene-1-carboxamide